6-methoxy-1,2,3,4-tetrahydroisoquinoline-1-carboxamide COC=1C=C2CCNC(C2=CC1)C(=O)N